FC(C(=O)NC1=CC=C(C=C1)NC(NC1=CC=CC=C1)=O)F 2,2-difluoro-N-{4-[(phenylcarbamoyl)-amino]phenyl}acetamide